C1=CC=CC=2C3=CC=CC=C3C(C12)COC(=O)N[C@@H](C(=O)O)CC1=CC(=C(C=C1)OCC[Si](C1=CC=CC=C1)(C1=CC=CC=C1)C(C)(C)C)I (R)-2-((((9H-fluoren-9-yl)methoxy)carbonyl)amino)-3-(4-(2-(tert-butyldiphenylsilyl)ethoxy)-3-iodophenyl)propionic acid